methylenecarboxymethane C=CC(=O)O